FC=1C=C(C=CC1)C=1N=NN(C1)S(=O)(=O)C1=CC=C(C)C=C1 4-(3-Fluorophenyl)-1-p-toluenesulfonyl-1,2,3-triazole